FC(S(=O)(=O)O)(F)F trifluoromethane-sulphonic acid